CN(CCN([C@@H]1C[C@H](N(C1)C(C=C)=O)COC=1C=NC=CC1C1=C(C2=NC=CC=C2N1)C1=CC=CC=C1)C)C |&1:5| 1-[(2S,4RS)-4-{[2-(dimethylamino)ethyl](methyl)amino}-2-({[4-(3-phenyl-1H-pyrrolo[3,2-b]pyridin-2-yl)pyridin-3-yl]oxy}methyl)pyrrolidin-1-yl]prop-2-en-1-one